2-[[4-[6-[(4-cyano-2-fluoro-phenyl)methoxy]-2-pyridyl]-1-piperidyl]methyl]-7-fluoro-3-(2-methoxyethyl)benzimidazole-5-carboxylic acid C(#N)C1=CC(=C(C=C1)COC1=CC=CC(=N1)C1CCN(CC1)CC=1N(C2=C(N1)C(=CC(=C2)C(=O)O)F)CCOC)F